chloro-5'-fluoro-2'-oxospiro[cyclopropane-1,3'-indoline] ClN1C(C2(C3=CC(=CC=C13)F)CC2)=O